BrC1=C(OC(COCCOC2CCN(CC2)C(=O)OC(C)(C)C)C2CC2)C=CC(=C1)S(=O)(=O)CC tert-butyl 4-[2-[2-(2-bromo-4-ethylsulfonyl-phenoxy)-2-cyclopropyl-ethoxy]ethoxy]piperidine-1-carboxylate